BrC=1C(=C(CNCC(OC)OC)C=CC1)C N-(3-bromo-2-methylbenzyl)-2,2-dimethoxyethan-1-amine